N1(CCCCCC1)C1=NN2C(N(C(=C(C2=O)N2CCN(CC2)C(=O)C2=NC=NC(=C2O)C)CC)CC(=O)NC2=C(C=C(C=C2)C(F)(F)F)Cl)=N1 2-(2-(azepan-1-yl)-5-ethyl-6-(4-(5-hydroxy-6-methylpyrimidine-4-carbonyl)piperazin-1-yl)-7-oxo-[1,2,4]triazolo[1,5-a]pyrimidin-4(7H)-yl)-N-(2-chloro-4-(trifluoromethyl)phenyl)acetamide